ClC1=C(C(=CC=C1)C1=CC=2N(C=C1)N=CN2)C2=CC=C1C(N(C(NC1=C2)=O)C2=CN=CC1=CC=CC=C21)=O 7-[2-chloro-6-([1,2,4]triazolo[1,5-a]pyridin-7-yl)phenyl]-3-(4-isoquinolinyl)-1H-quinazoline-2,4-dione